COC(=O)C1(CC1)N1N=C(C=C1C)C=O 1-(3-formyl-5-methyl-1H-pyrazol-1-yl)cyclopropane-1-carboxylic acid methyl ester